FC1=C(C=CC=C1F)C=1C=NC2=CC(=CC=C2C1C(=O)C1=CC=C(C=C1)OCCN1CC(C1)CF)O [3-(2,3-Difluorophenyl)-7-hydroxyquinolin-4-yl](4-{2-[3-(fluoromethyl)azetidin-1-yl]ethoxy}phenyl)methanone